ClCC1=NC2=C(N1CC1=CN=CN1CC(F)(F)F)C=C(C=C2)C(=O)OC methyl 2-(chloromethyl)-1-((1-(2,2,2-trifluoroethyl)-1H-imidazol-5-yl)methyl)-1H-benzo[d]imidazole-6-carboxylate